C1(CC1)C(=O)NC1=CC(=C(N=N1)C(=O)NC)NC1=NN2C(C=CC(=C2)P(=O)(C)C)=N1 6-(cyclopropanecarboxamido)-4-((6-(dimethylphosphoryl)-[1,2,4]triazolo[1,5-a]pyridin-2-yl)amino)-N-methylpyridazine-3-carboxamide